N1=CC=CC(=C1C(=O)[O-])C(=O)[O-] pyridine-5,6-dicarboxylate